[N+](=O)([O-])C1=CC=C(C(=O)N=[N+]=[N-])C=C1 para-nitrobenzoyl azide